[Pd+2].C=CC propylene palladium (II)